7-(2-(6-(Trifluoromethyl)imidazo[1,2-a]pyridin-3-yl)pyrimidin-4-yl)hexahydroimidazo[1,5-a]pyrazin-3(2H)-one FC(C=1C=CC=2N(C1)C(=CN2)C2=NC=CC(=N2)N2CC1N(CC2)C(NC1)=O)(F)F